(1R,5S)-3-(7-cyanopyrazolo[1,5-a]pyridin-4-yl)-5-(trifluoromethyl)-3-azabicyclo[3.1.0]hexane-1-carboxylic acid C(#N)C1=CC=C(C=2N1N=CC2)N2C[C@]1(C[C@]1(C2)C(F)(F)F)C(=O)O